(R)-N'-((1,2,3,5,6,7-hexahydrodicyclopenta[b,e]pyridin-8-yl)carbamoyl)-6-(2-hydroxypropan-2-yl)pyridine-3-sulfonimidamide C1CCC2=NC3=C(C(=C21)NC(=O)N=[S@](=O)(N)C=2C=NC(=CC2)C(C)(C)O)CCC3